CN1C=NC2=CC(=CC=C2C1=O)B1OC(C(O1)(C)C)(C)C 3-methyl-7-(4,4,5,5-tetramethyl-1,3,2-dioxaborolan-2-yl)quinazolin-4(3H)-one